COC1=C(C(=CC=C1)OC)C1=NOC(=N1)C=1C=C2C=CN(C2=CC1)C(C)C 3-(2,6-dimethoxy-phenyl)-5-(1-isopropyl-indol-5-yl)-1,2,4-oxadiazole